2,2'-dibenzoylbenzidine C(C1=CC=CC=C1)(=O)C1=C(C=CC(=C1)N)C1=C(C=C(N)C=C1)C(C1=CC=CC=C1)=O